(S)-2-(3-(dimethylamino)pyrrolidine-1-carbonyl)-5-(2-methyl-4-phenoxyphenyl)-3H-1-thia-3,5,8-triazaacenaphthylen-4(5H)-one CN([C@@H]1CN(CC1)C(=O)C=1SC=2N=CC=C3N(C(NC1C23)=O)C2=C(C=C(C=C2)OC2=CC=CC=C2)C)C